5-Chloro-N-(3-chloro-1-(1-(methylsulfonyl)piperidin-4-yl)-1H-pyrazol-4-yl)-7-cyclopropylpyrrolo[2,1-f][1,2,4]triazine-2-amine ClC=1C=C(N2N=C(N=CC21)NC=2C(=NN(C2)C2CCN(CC2)S(=O)(=O)C)Cl)C2CC2